4-(4-vinylbenzyloxy)phenylaniline C(=C)C1=CC=C(COC2=CC=C(C=C2)NC2=CC=CC=C2)C=C1